ClC1=CC(=C(C=N1)C1=NC=C(C=C1)C(C)(C)O)NCC[C@H](C)O (S)-4-((6'-chloro-5-(2-hydroxypropan-2-yl)-[2,3'-bipyridin]-4'-yl)amino)butan-2-ol